FC1(C(C2(C[C@H]1C)CCN(CC2)C(=O)OCC2=CC=CC=C2)=O)F benzyl (R)-2,2-difluoro-3-methyl-1-oxo-8-azaspiro[4.5]decane-8-carboxylate